(E)-3-(2,6-dibromo-3,5-dimethoxyphenyl)-1-(1-(4-(dimethylamino)but-2-enoyl)piperidin-4-yl)-7-(isopropylamino)-3,4-dihydropyrimido[4,5-d]pyrimidin-2(1H)-one BrC1=C(C(=C(C=C1OC)OC)Br)N1C(N(C2=NC(=NC=C2C1)NC(C)C)C1CCN(CC1)C(\C=C\CN(C)C)=O)=O